C(C=C)OCCCCC1=CC=C(C=C1)CC=1C=C(C=CC1C)[C@@H]1O[C@@H]([C@H]([C@@H]([C@H]1OCC1=CC=CC=C1)OCC1=CC=CC=C1)OCC1=CC=CC=C1)CC (2S,3S,4S,5R,6R)-2-[3-[[4-(4-Allyloxybutyl)phenyl]methyl]-4-methyl-phenyl]-3,4,5-tribenzyloxy-6-ethyl-tetrahydropyran